FC1=CC=C(C=C1)C(C(O)C1=CC=C(C=C1)F)C(=O)C(C(C1=CC=C(C=C1)F)O)C1=CC=C(C=C1)F 1,2-bis(4-fluorophenyl)-2-hydroxyethyl ketone